OC1=C(C=CC(=C1)C#CC)C1=NN=C(C2=CC=CC=C12)N[C@H]1CN(CCC1)CC(=O)O (R)-2-(3-((4-(2-hydroxy-4-(propyn-1-yl)phenyl)phthalazin-1-yl)amino)piperidin-1-yl)acetic acid